1,1-diethoxy-2,6-nonadiene C(C)OC(C=CCCC=CCC)OCC